nonadecyl pelargonate C(CCCCCCCC)(=O)OCCCCCCCCCCCCCCCCCCC